5-(6-(((1R,3s,5S)-1,5-dimethyl-8-azabicyclo[3.2.1]octan-3-yl)(methyl)amino)pyridazin-3-yl)-6-hydroxy-N-methylbenzo-furan-2-carboxamide C[C@]12CC(C[C@](CC1)(N2)C)N(C2=CC=C(N=N2)C=2C(=CC1=C(C=C(O1)C(=O)NC)C2)O)C